FC1=CC(=C(C(=O)NCCN2CCOCC2)C=C1)NS(=O)(=O)C(C)C 4-Fluoro-2-((1-methylethyl)sulfonamido)-N-(2-morpholinoethyl)benzamide